N-(8-cyano-6,12-dioxo-6,12-dihydroindolo[2,1-b]quinazolin-2-yl)4-methylpentanamide C(#N)C=1C=C2C(C3=NC4=CC=C(C=C4C(N3C2=CC1)=O)NC(CCC(C)C)=O)=O